BrC1=C(C=CC=C1N(C1=C2C=CC=NC2=CC=C1)C=1C=C2C=CN=CC2=CC1)N(C1=C2C=CC=NC2=CC=C1)C=1C=C2C=CN=CC2=CC1 2-bromo-N1,N3-di(isoquinolin-6-yl)-N1,N3-di(quinolin-5-yl)benzene-1,3-diamine